4-Amino-7-trifluoromethyl-1-(4-(1-hydroxyethyl)phenyl)-2-oxopyrido[3,2-b]pyridine-3-carboxylic acid methyl ester COC(=O)C1=C(C2=C(N(C1=O)C1=CC=C(C=C1)C(C)O)C=C(C=N2)C(F)(F)F)N